(2S)-2-[[4-[(2-amino-4-oxo-1H-pteridin-6-yl)methylamino]benzoyl]amino]-5-[2-[3-(2,5-dioxopyrrol-1-yl)propanoylamino]ethylamino]-5-oxo-pentanoic acid NC=1NC2=NC=C(N=C2C(N1)=O)CNC1=CC=C(C(=O)N[C@H](C(=O)O)CCC(=O)NCCNC(CCN2C(C=CC2=O)=O)=O)C=C1